FC=1C(=CC=C2C(=NC(=NC12)OC[C@]12CCCN2C[C@@H](C1)F)N1C[C@@H](NCC1)CC#N)C1=CC(=CC2=CC=CC=C12)O 2-((S)-4-(8-fluoro-2-(((2R,7aS)-2-fluorotetrahydro-1H-pyrrolizin-7a(5H)-yl)methoxy)-7-(3-hydroxynaphthalen-1-yl)quinazolin-4-yl)piperazin-2-yl)acetonitrile